(R)-7-bromo-N-(1-(3-(difluoromethyl)-2-fluorophenyl)ethyl)-6-iodo-2-methylquinazolin-4-amine BrC1=C(C=C2C(=NC(=NC2=C1)C)N[C@H](C)C1=C(C(=CC=C1)C(F)F)F)I